CN1N=C(C=C1)C=1C=C(C=CC1)C=1C(=NC(=NC1)S(=O)(=O)C)NC1=CC=NC=C1 3-(1-methyl-1H-pyrazol-3-yl)phenyl-2-(methylsulfonyl)-N-(pyridin-4-yl)pyrimidin-4-amine